BrCC=1C(=NOC1C1CC1)C1=C(C=CC=C1Cl)Cl 4-(bromomethyl)-5-cyclopropyl-3-(2,6-dichlorophenyl)-1,2-oxazole